ethyl glycidate (ethyl phenyl glycolate) C(C)C(C(=O)O)(O)C1=CC=CC=C1.C(C1CO1)(=O)OCC